C(C)(C)(C)OOC(C1=CC=CC=C1)=O tert.-Butylperoxybenzoat